CC1=C(C(=O)O)C(=C(C=N1)F)Cl methyl-4-chloro-5-fluoronicotinic acid